Methyl 6-bromo-3-hydroxybenzo[b]thiophene-2-carboxylate BrC=1C=CC2=C(SC(=C2O)C(=O)OC)C1